C(C1=CC=CC=C1)OC=1C=C2C(=C(N(C2=CC1)CC1=CC=C(C=C1)CCO[Si](C)(C)C(C)(C)C)C1=C(C=CC=C1)OC)F 5-(benzyloxy)-1-(4-(2-((tert-butyldimethylsilyl)oxy)ethyl)benzyl)-3-fluoro-2-(2-methoxyphenyl)-1H-indole